C(C)(=O)OCCOCCCCCN(CCOC1=CC=C(C=C1)OC1=C(C=CC2=CC(=CC=C12)O)C1=CC=C(C=C1)S(=O)(=O)C)CC 2-((5-(ethyl(2-(4-((6-hydroxy-2-(4-(methylsulfonyl)phenyl)naphthalen-1-yl)oxy)phenoxy)ethyl) Amino)n-pentyl)oxy)ethyl acetate